2'-(2-morpholinopyrimidin-5-yl)-6',7'-dihydrospiro[cyclohexane-1,9'-pyrano[4',3':4,5]imidazo[1,2-b]pyridazine] O1CCN(CC1)C1=NC=C(C=N1)C=1C=CC=2N(N1)C1=C(N2)CCOC12CCCCC2